ClC1=CC=C(C(=N1)C=1C=C(C(=C(C=O)C1)B1OC(C(O1)(C)C)(C)C)F)NC(C)C=1C=C(C=C2C(C(=C(OC12)N1CCC(CC1)(F)F)C)=O)C 5-(6-chloro-3-((1-(2-(4,4-difluoropiperidin-1-yl)-3,6-dimethyl-4-oxo-4H-chromen-8-yl)ethyl)amino)pyridin-2-yl)-3-fluoro-2-(4,4,5,5-tetramethyl-1,3,2-dioxaborolan-2-yl)benzaldehyde